5-{4-(dibenzofuran-3-yl)phenyl}-2-{4-(phenanthrene-9-yl)phenyl}pyrimidine C1=CC(=CC=2OC3=C(C21)C=CC=C3)C3=CC=C(C=C3)C=3C=NC(=NC3)C3=CC=C(C=C3)C=3C2=CC=CC=C2C=2C=CC=CC2C3